ClC1=C(C=C2C(=NNC2=C1)C1=CC(=NC=C1)C)C1C[C@@H]2[C@@H](CN(C2)C(=O)C2=C(N=NS2)C)C1 ((3aR,5s,6aS)-5-(6-chloro-3-(2-methylpyridin-4-yl)-1H-indazol-5-yl)hexahydrocyclopenta[c]pyrrol-2(1H)-yl)(4-methyl-1,2,3-thiadiazol-5-yl)methanone